C(C1=CC=CC=C1)OC1=C(C=C(C=C1)C)C(CC(C(=O)OCC)=O)=O ethyl 4-(2-(benzyloxy)-5-methylphenyl)-2,4-dioxobutanoate